C(C)(C)C1=NC2=C(N1C)C=CC(=C2N2C[C@H](CC2)NC(OC(C)(C)C)=O)[N+](=O)[O-] tert-butyl N-[(3s)-1-(2-isopropyl-1-methyl-5-nitro-1,3-benzodiazol-4-yl)pyrrolidin-3-yl]carbamate